N-(6-methoxy-2-methyl-1,2,3,4-tetrahydroisoquinolin-7-yl)quinazolin-2-amine COC=1C=C2CCN(CC2=CC1NC1=NC2=CC=CC=C2C=N1)C